BrC1=CC=C(C(=C1C1(NC(=NC(=N1)C(C)(C)F)N)N)OC)F 4-(6-bromo-3-fluoro-2-methoxy-phenyl)-6-(1-fluoro-1-methylethyl)-1,3,5-triazine-2,4-diamine